BrC1=NC=CC(=C1)F 2-Bromo-4-fluoropyridine